(R)-2-((1-(3-cyano-7-methyl-4-oxo-2-(3,3,4,4-tetrafluoropyrrolidin-1-yl)-4H-pyrido[1,2-a]pyrimidin-9-yl)ethyl)amino)benzoic acid C(#N)C1=C(N=C2N(C1=O)C=C(C=C2[C@@H](C)NC2=C(C(=O)O)C=CC=C2)C)N2CC(C(C2)(F)F)(F)F